NC(CCNC(=O)C1=CC(=C(C=C1)NC(=O)C1=NN(C(=C1C)C1=CC=C(C=C1)Cl)C1=C(C=C(C=C1)Cl)Cl)F)=O N-(4-((3-amino-3-oxopropyl)carbamoyl)-2-fluorophenyl)-5-(4-chlorophenyl)-1-(2,4-dichlorophenyl)-4-Methyl-1H-pyrazole-3-carboxamide